ClC=1C(NN=CC1N1C[C@@H](CC1)OC1=NC(=CC(=C1)N1C(=C(C2=CC=CC=C12)C)C)F)=O (R)-4-chloro-5-(3-((4-(2,3-dimethyl-1H-indol-1-yl)-6-fluoropyridin-2-yl)oxy)pyrrolidin-1-yl)pyridazin-3(2H)-one